tert-butyl 2-(cyanomethyl)-4-[2-[(1-methylpyrrolidin-2-yl)methoxy]-5,6,7,8-tetrahydropyrido[3,4-d]pyrimidin-4-yl]piperazine-1-carboxylate C(#N)CC1N(CCN(C1)C=1C2=C(N=C(N1)OCC1N(CCC1)C)CNCC2)C(=O)OC(C)(C)C